N1(CCOCC1)C1=C2N=C(N(C2=NC=N1)COCC[Si](C)(C)C)N1CCC(CC1)NC(=O)NC1=NC=CC=C1 2-[({1-[6-(morpholin-4-yl)-9-{[2-(trimethylsilyl)ethoxy]methyl}-9H-purin-8-yl]piperidin-4-yl}carbamoyl)amino]pyridin